N-(4-isocyanatophenyl)acrylamide silicon [Si].N(=C=O)C1=CC=C(C=C1)NC(C=C)=O